ClC=1C(=NC(=NC1)NC1CCC(CC1)N)C=1C=NNC1CC1CC1 (1r,4r)-N1-(5-chloro-4-(5-(cyclopropylmethyl)-1H-pyrazol-4-yl)pyrimidin-2-yl)cyclohexane-1,4-diamine